N-(2,6-Dimethylpyrimidin-4-yl)-5-(5-fluoro-2-methylpyridin-4-yl)pyrazolo[1,5-a]pyridin-2-amine CC1=NC(=CC(=N1)NC1=NN2C(C=C(C=C2)C2=CC(=NC=C2F)C)=C1)C